(2S,3R)-4-((7-methoxy-4-(1-methyl-3-phenyl-1H-pyrazol-4-yl)quinazolin-6-yl)carbamoyl)-2,3-dimethylpiperazine-1-carboxylic acid tert-butyl ester C(C)(C)(C)OC(=O)N1[C@H]([C@H](N(CC1)C(NC=1C=C2C(=NC=NC2=CC1OC)C=1C(=NN(C1)C)C1=CC=CC=C1)=O)C)C